(7-((2S,5R)-4-(1-(3,3-dimethyl-2,3-dihydrobenzo[b][1,4]dioxin-6-yl)ethyl)-2,5-dimethylpiperazin-1-yl)-4-methyl-5-oxo-4,5-dihydro-2H-pyrazolo[4,3-b]pyridin-2-yl)acetonitrile CC1(OC2=C(OC1)C=CC(=C2)C(C)N2C[C@@H](N(C[C@H]2C)C=2C=1C(N(C(C2)=O)C)=CN(N1)CC#N)C)C